(S)-2-(5-chloropyridin-2-yl)-N-(3-(1-((2-ethyl-2H-pyrazolo[3,4-b]pyrazin-6-yl)amino)ethyl)-4-fluorophenyl)acetamide ClC=1C=CC(=NC1)CC(=O)NC1=CC(=C(C=C1)F)[C@H](C)NC=1C=NC=2C(N1)=NN(C2)CC